C(C)(C)(C)OC(=O)N1[C@@]2([C@H](C(C[C@]1(CC2)C)=O)F)C |r| rac-(1s,2r,5r)-2-fluoro-1,5-dimethyl-3-oxo-8-azabicyclo[3.2.1]octane-8-carboxylic acid tert-butyl ester